anthracen-9-ylmethyl piperidine-1-carboxylate N1(CCCCC1)C(=O)OCC=1C2=CC=CC=C2C=C2C=CC=CC12